COC=1C=C(C=CC1OC)C=1CCCC2=C(C1C1=CC=C(C=C1)C=C1CN(C1)CCCF)C=CC(=C2)C(=O)O 8-(3,4-dimethoxyphenyl)-9-(4-((1-(3-fluoropropyl)azetidin-3-ylidene)methyl)phenyl)-6,7-dihydro-5H-benzo[7]annulene-3-carboxylic acid